2-chloro-N-(3-((4-((1-(3,3-dimethylcyclohexyl)piperidin-4-yl)amino)-6,7-dimethoxyquinazolin-2-yl)(methyl)amino)propyl)acetamide ClCC(=O)NCCCN(C)C1=NC2=CC(=C(C=C2C(=N1)NC1CCN(CC1)C1CC(CCC1)(C)C)OC)OC